(E)-1-(4-aminobut-2-en-1-yl)-2-(4-ethyl-2-methylthiazole-5-carboxamido)-7-(3-morpholinopropoxy)-1H-benzo[d]-imidazole-5-carboxylic acid methyl ester COC(=O)C1=CC2=C(N(C(=N2)NC(=O)C2=C(N=C(S2)C)CC)C\C=C\CN)C(=C1)OCCCN1CCOCC1